FC(CP(OCC1C(CCCC1)F)([O-])=O)(F)F (2-fluorocyclohexyl)methyl (2,2,2-trifluoroethyl)phosphonate